(5-(3-fluorobenzyl)pyridin-2-yl)-1-methyl-6-oxo-1,6-dihydropyridazine-3-carboxamide FC=1C=C(CC=2C=CC(=NC2)C=2C(=NN(C(C2)=O)C)C(=O)N)C=CC1